N[C@H](C(C(=O)N)O)CC1=CC=CC=C1 (3S)-3-amino-2-hydroxy-4-phenyl-butanamide